rac-(1R,5R,6S)-3-(3,4-difluorophenyl)bicyclo[3.1.0]Hex-3-ene-6-carbonitrile FC=1C=C(C=CC1F)C=1C[C@H]2[C@@H]([C@H]2C1)C#N |r|